(2-(2-bromo-5-fluoropyridin-4-yl)-2,3-dihydrobenzo[d]oxazol-5-yl)carbamic acid tert-butyl ester C(C)(C)(C)OC(NC=1C=CC2=C(NC(O2)C2=CC(=NC=C2F)Br)C1)=O